2-bromo-7-ethyl-6-hydroxy-8,9-dihydro-6H-pyrido[2,1-b]quinazolin-11(7H)-one BrC=1C=C2C(N3C(=NC2=CC1)C(C(CC3)CC)O)=O